COC(=O)C1(CCN(CC1)C(=O)OC(C)(C)C)C(CSCC1=CC=CC=C1)O 4-(2-(phenylmethylthio)-1-hydroxyethyl)piperidine-1,4-dicarboxylic acid 1-tert-butyl ester 4-methyl ester